Cl.C(C)(C)(C)C1=NN(C2=C1C=NC(=C2)NC2=NC(=CC(=N2)N2CCNCC2)N2CCCC2)C(C)C tert-butyl-1-isopropyl-N-(4-piperazin-1-yl-6-pyrrolidin-1-ylpyrimidin-2-yl)-1H-pyrazolo[4,3-c]pyridin-6-amine hydrochloride